N1C(=NC2=C1C=CC=C2)CCNCCC=2SC=C(N2)C(=O)NCC2=NC=CC=C2F 2-(2-{[2-(1H-1,3-benzodiazol-2-yl)ethyl]amino}ethyl)-N-[(3-fluoropyridin-2-yl)methyl]-1,3-thiazole-4-carboxamide